(P-e)-3,3-di(4-methoxyphenyl)-6-methoxy-13-hydroxy-13-ethyl-3H,13H-indeno[2',3':3,4]naphtho[1,2-b]pyran COC1=CC=C(C=C1)C1(C=CC2=C(O1)C=1C=C(C=CC1C1=C2C(C2=CC=CC=C21)(CC)O)OC)C2=CC=C(C=C2)OC